tert-butyl (E)-2-(2-(3-(hydroxyamino)-3-oxoprop-1-en-1-yl)phenyl)-2,5-diazaspiro[3.4]octane-5-carboxylate ONC(/C=C/C1=C(C=CC=C1)N1CC2(C1)N(CCC2)C(=O)OC(C)(C)C)=O